(R)-3-chloro-2-hydroxy-n-decanoate ClC([C@@H](C(=O)[O-])O)CCCCCCC